N-(3-bromo-4-fluorophenyl)-5-(2-(((1s,4s)-4-hydroxycyclohexyl)amino)-2-oxoacetyl)-1,2,4-trimethyl-1H-pyrrole-3-carboxamide BrC=1C=C(C=CC1F)NC(=O)C1=C(N(C(=C1C)C(C(=O)NC1CCC(CC1)O)=O)C)C